C(C)(=O)O[C@]1(C(C)=O)CC([C@H]2[C@@H]3[C@@H]([C@H](C4=CC(OC[C@]4(C)[C@H]3CC[C@]12C)=O)Cl)O)=O 6β-chloro-7α-hydroxy-3,15,20-trioxo-2-oxapregn-4-en-17-yl acetate